11H-benzo[5,6]cyclohepta[1,2-b]pyridine N1=C2C(=CC=C1)C=CC1=C(C2)C=CC=C1